((4-amino-3-(4-phenoxyphenyl)-1H-pyrazolo[3,4-d]pyrimidin-1-yl)oxy)piperidine NC1=C2C(=NC=N1)N(N=C2C2=CC=C(C=C2)OC2=CC=CC=C2)ON2CCCCC2